tert-Butyl 4-(2-(2-bromo-4-((1-methoxy-2-methyl-1-oxopropan-2-yl)amino)phenoxy)ethyl)piperazine-1-carboxylate BrC1=C(OCCN2CCN(CC2)C(=O)OC(C)(C)C)C=CC(=C1)NC(C(=O)OC)(C)C